C(C)(C)C1=NC=C(C=C1O)\C=C\C1=CC=CC=C1 (E)-2-isopropyl-5-styrylpyridine-3-ol